CCC(=C)CC\C=C(\C)/CCC=C(C)C (Z)-beta-farnesene